C(C)OC1=CC=C(C(=C1C=O)F)F 6-ethoxy-2,3-difluorobenzaldehyde